B([O-])[O-].[Co+2] Cobalt boronoate